NC1=CC=C(C(=C1C(=O)N(C)C)F)C=1C(=C2C(=NC1)NC[C@@]21[C@H](C1)C)Cl 6-Amino-3-((1S,2S)-4'-chloro-2-methyl-1',2'-dihydrospiro[cyclopropane-1,3'-pyrrolo[2,3-b]pyridin]-5'-yl)-2-fluoro-N,N-dimethylbenzamide